CC([O-])C.C(C)CC(CC(=O)[O-])=O.C(C)CC(CC(=O)[O-])=O.C(C)CC(CC(=O)[O-])=O.[Zr+4] zirconium tris(ethylacetoacetate) isopropoxide